C(C)(=O)O.C(C)(=O)O.C(CCC1=CC(OC)=C(O)C=C1)(=O)OC\C=C\C1=CC(OC)=C(O)C(OC)=C1 sinapyl dihydroferulate diacetate